BrC=1C=CC=C2C3(C(NC(C12)=O)=O)CC3 8'-Bromo-2'H-spiro[cyclopropane-1,4'-isoquinoline]-1',3'-dione